(3aR,3bS,4aS,5R,5aS)-5-(5-chloro-7-(ethylamino)-3H-imidazo[4,5-b]pyridin-3-yl)-N-ethyl-2,2-dimethyltetrahydrocyclopropa[3,4]cyclopenta[1,2-d][1,3]dioxole-3b(3aH)-carboxamide ClC1=CC(=C2C(=N1)N(C=N2)[C@@H]2[C@@H]1[C@]([C@@H]3[C@H]2OC(O3)(C)C)(C1)C(=O)NCC)NCC